F[C@@H]1[C@H]2CC[C@@H](C[C@@H]1N(C=1N=CC(=NC1)C1=C(C=C(C=C1)C1=CC(=NC=C1)OC)O)C)N2 2-(5-(((1R,2R,3S,5S)-2-fluoro-8-azabicyclo[3.2.1]octan-3-yl)(methyl)amino)pyrazin-2-yl)-5-(2-methoxypyridin-4-yl)phenol